ClC(Cl)(Cl)C1=NOC=N1 (trichloromethyl)-1,2,4-oxadiazole